N-[(2E)-1-ethylpyridin-2(1H)-ylidene]-3-methyloxetane-3-carboxamide C(C)N1\C(\C=CC=C1)=N\C(=O)C1(COC1)C